C(C)N(CCCCCCNC(C(=C)C)=O)CC N-[6-(diethylamino)hexyl]methacrylamide